CC1(OC(OCC1)CC(C)C)C 4,4-dimethyl-2-isobutyl-1,3-dioxane